benzyl-1-((3,3-difluorocyclopentyl)methyl)-1H-pyrrole C(C1=CC=CC=C1)C=1N(C=CC1)CC1CC(CC1)(F)F